(S*)-N-(2-Bromo-3-fluoropyridin-4-yl)-11,11-difluoro-9-hydroxy-3,4,8,9,10,11-hexahydro-1H-pyrido[4',3':3,4]pyrazolo[1,5-a]azepine-2(7H)-carboxamide BrC1=NC=CC(=C1F)NC(=O)N1CC=2C(=NN3C2C(C[C@H](CC3)O)(F)F)CC1 |o1:20|